FC(C(=O)O)(F)F.N1C=CC2=CC(=CC=C12)C(=O)N indole-5-carboxamide Trifluoroacetate